CCCCC/C=C\C/C=C\CCCCCCCCCC(=O)OC[C@H](COP(=O)(O)OC[C@H](CO)O)OC(=O)CCC/C=C\C/C=C\C/C=C\C/C=C\CCCCC 1-(11Z,14Z-eicosadienoyl)-2-(5Z,8Z,11Z,14Z-eicosatetraenoyl)-glycero-3-phospho-(1'-sn-glycerol)